NC=1C(NC2=C3C(=C(C=C2C1C1=C2C=NNC2=C(C=C1)F)C1CCCC1)C=CC=C3)=O 3-Amino-6-cyclopentyl-4-(7-fluoro-1H-indazol-4-yl)-1H-benzo[h]quinolin-2-one